COC=1C(=NC(=CC1)C1=CC=CC=C1)C=1N=C(C2=C(N1)C=CC=N2)N2CCOCC2 4-(2-(3-methoxy-6-phenylpyridin-2-yl)pyrido[3,2-d]pyrimidin-4-yl)morpholine